Cl.BrC1=C(C(=C(OCCN2CCN(CC2)C)C=C1)Cl)C 1-[2-(4-bromo-2-chloro-3-methylphenoxy)ethyl]-4-methylpiperazine hydrochloride